methyl 2-(1-chloroethyl)-4-methoxy-1-(((S)-oxetan-2-yl)methyl)-1H-benzo[d]imidazole-6-carboxylate ClC(C)C1=NC2=C(N1C[C@H]1OCC1)C=C(C=C2OC)C(=O)OC